methyl 5-ethynyl-4-methoxypyridinecarboxylate C(#C)C=1C(=CC(=NC1)C(=O)OC)OC